CC=1C=C(C=2[C@H]3C(C(OC2C1)(C)C)CCC(C3)C)O (10Ar)-3,6,6,9-tetramethyl-6a,7,8,9,10,10a-hexahydrobenzo[c]chromen-1-ol